diethyl 1-((2-(trimethylsilyl) ethoxy) methyl)-1H-pyrazole-3,5-dicarboxylate C[Si](CCOCN1N=C(C=C1C(=O)OCC)C(=O)OCC)(C)C